CC(CCN1CCC2(C(C2)CNC=2N=NC(=CC2)C2=C(C=CC=C2)F)CC1)(C)C N-[[6-(3,3-dimethylbutyl)-6-azaspiro[2.5]octan-2-yl]methyl]-6-(2-fluorophenyl)pyridazin-3-amine